FC(C=1C=C(N=NC1C1=C(C=C(C=C1)C#C)OCOCC)NC1CN(CCC1)C)F 5-difluoromethyl-6-(2-ethoxymethoxy-4-ethynylphenyl)-N-(1-methylpiperidin-3-yl)pyridazin-3-amine